C(C=1C(C(=O)OCCCCCC)=CC(C(=O)OCCCCCC)=CC1)(=O)OCCCCCC tri-normal hexyl trimellitate